BrC1=C(C2=C(N(N=N2)CCCOCC2CCN(CC2)C(=O)OC(C)(C)C)C=C1)C tert-butyl 4-((3-(5-bromo-4-methyl-1H-benzo[d][1,2,3]triazol-1-yl)propoxy) methyl)piperidine-1-carboxylate